N-(trifluoroacetyl)1-methyl-2,3,4,5-tetrahydro-1H-benzofuro[3,2-c]azepine FC(C(=O)N1C(C2=C(CCC1)OC1=C2C=CC=C1)C)(F)F